5-bromo-2-methoxy-6,7-dimethylquinoxaline BrC1=C2N=CC(=NC2=CC(=C1C)C)OC